(1RS,2SR)-5'-Bromo-4'-chloro-2-methyl-1',2'-dihydrospiro[cyclopropane-1,3'-pyrrolo[2,3-b]pyridine] BrC=1C(=C2C(=NC1)NC[C@]21[C@H](C1)C)Cl |r|